C(C)N(CCCCCCCCSC1=C2CN(C(C2=CC=C1F)=O)C1C(NC(CC1)=O)=O)CC 3-(4-((8-(diethylamino)octyl)thio)-5-fluoro-1-oxoisoindolin-2-yl)piperidine-2,6-dione